di(dichloro-heptanoyl) peroxide ClC(CCCCCC(=O)OOC(CCCCCC(Cl)Cl)=O)Cl